N-(3-(difluoromethyl)-1-((1r,4r)-4-(piperazin-1-yl)cyclohexyl)-1H-pyrazol-4-yl)-2-(2-((2,2,2-trifluoroethyl)amino)pyridin-4-yl)oxazole-4-carboxamide FC(C1=NN(C=C1NC(=O)C=1N=C(OC1)C1=CC(=NC=C1)NCC(F)(F)F)C1CCC(CC1)N1CCNCC1)F